ClC1=C(C=C2C(NC(NC2=C1SC[C@@H](COC)O)=O)=O)C(F)(F)F (R)-7-chloro-8-((2-hydroxy-3-methoxypropyl)thio)-6-(trifluoromethyl)quinazoline-2,4(1H,3H)-dione